NCCOCCS(=O)(=O)CC1=C2C=CNC2=C(C(=C1OC=1C=CC(=C(C1)C1=NC(=NN1C)C(=O)C=1C=C(C=CC1)C[C@H](C(=O)OCC)C)F)F)F Ethyl (R)-3-(3-(5-(5-((4-(((2-(2-aminoethoxy)ethyl)sulfonyl)methyl)-6,7-difluoro-1H-indol-5-yl)oxy)-2-fluorophenyl)-1-methyl-1H-1,2,4-triazole-3-carbonyl)phenyl)-2-methylpropanoate